N[C@@H](CC(=O)OCC)C=1C=C(C=CC1)C1=CC=C(C=C1)F ethyl (S)-3-amino-3-(4'-fluorobiphenyl-3-yl)propanoate